C(C1=CC=CC=C1)OC1=CC(=C(C=C1)NC1=NC=CC(=C1)OCCCC1CCCCC1)C N-[4-(benzyloxy)-2-methylphenyl]-4-(3-cyclohexylpropoxy)pyridin-2-amine